O=C1O[C@H]2C=C[C@@]1([C@@H](C2)C2=CC=CC=C2)C(=O)OCC Ethyl (1R,4R,8S)-3-oxo-8-phenyl-2-oxabicyclo[2.2.2]oct-5-ene-4-carboxylate